CC1=CC=CC(=N1)C=1N=C2N(CCN2)C1C1=CC=C(C=C1)CS(=O)(=O)N (4-(6-(6-methylpyridin-2-yl)-2,3-dihydro-1H-imidazo[1,2-a]imidazol-5-yl)phenyl)methanesulfonamide